6-chloro-4-(1H-imidazol-1-yl)-N-((1r,4r)-4-(2-methoxyethoxy)cyclohexyl)pyridinecarboxamide (3S)-3-aminobutyrate N[C@H](CC(=O)O)C.ClC1=CC(=CC(=N1)C(=O)NC1CCC(CC1)OCCOC)N1C=NC=C1